NC=1C(NC=2C=C(C=NC2C1C1=C2C=NNC2=C(C=C1)F)C1=CC=C(C(=O)N(C)C)C=C1)=O 4-[7-Amino-8-(7-fluoro-1H-indazol-4-yl)-6-oxo-5H-1,5-naphthyridin-3-yl]-N,N-dimethyl-benzamide